methyl 5-((4-((1-hydroxybutan-2-yl)amino)-5-methylpyrimidin-2-yl)amino)-2-(4,4,5,5-tetramethyl-1,3,2-dioxaborolan-2-yl)benzoate OCC(CC)NC1=NC(=NC=C1C)NC=1C=CC(=C(C(=O)OC)C1)B1OC(C(O1)(C)C)(C)C